FC(C1CC(C1)N(C([O-])=O)C=1N=CC2=C(C(=C(C=C2C1)C1=C(C2=C(OCCN2)N=C1)C)F)N)F 3-(Difluoromethyl)cyclobutyl(8-amino-7-fluoro-6-(8-methyl-2,3-dihydro-1H-pyrido[2,3-b][1,4]oxazin-7-yl)isoquinolin-3-yl)carbamate